NC=1C(=C(C=C2C=C(N=CC12)NC1=NN2CC(N(C[C@H](C2=C1)F)C)=O)C=1C=NC=C(C1C)N)F (R)-2-((8-amino-6-(5-amino-4-methylpyridin-3-yl)-7-fluoroisoquinolin-3-yl)amino)-4-fluoro-6-methyl-5,6-dihydro-4H-pyrazolo[1,5-d][1,4]diazepin-7(8H)-one